CN1C=NC=C1[C@]1(NC(NC1=O)=O)CNC(=O)C=1C(=CC=CC1)C1=CC=C(C=C1)C(F)(F)F |r| rac-N-{[4-(1-methyl-1H-imidazol-5-yl)-2,5-dioxoimidazolidin-4-yl]methyl}-4'-(trifluoromethyl)[biphenyl]-2-carboxamide